COC1=C(SC=C1CC[Si](C)(C)C)CO (3-methoxy-4-((trimethylsilyl)ethyl)thiophen-2-yl)methanol